1,2,4,5-tetra((E)-2-(4-pyridyl)vinyl)benzene pentyl-(1-(benzo[d][1,3]dioxol-5-yl)propan-2-yl)(methyl)carbamate C(CCCC)OC(N(C)C(CC1=CC2=C(OCO2)C=C1)C)=O.N1=CC=C(C=C1)/C=C/C1=C(C=C(C(=C1)\C=C\C1=CC=NC=C1)\C=C\C1=CC=NC=C1)\C=C\C1=CC=NC=C1